Cl.C(CCC)[C@H]1N(CCCNC1)S(=O)(=O)C1=C2C=CN=C(C2=CC=C1)OC (R)-5-((2-n-butyl-1,4-diazepan-1-yl)sulfonyl)-1-methoxyisoquinoline hydrochloride